OC1=CC(=NC2=CC(=C(C=C12)N(C1CCC(CC1)C(=O)N(C)C)C)OC)C (1r,4r)-4-((4-hydroxy-7-methoxy-2-methylquinolin-6-yl)(methyl)amino)-N,N-dimethylcyclohexane-1-carboxamide